C(C=C)NC(C(CC[C@@H](C(=O)NC=1C(N(C=CC1)CC(=O)NC1C2CC3CC(CC1C3)C2)=O)NC(=O)C=2OC3=C(C2C)C=CC=C3)=O)=O (S)-N1-allyl-N6-(1-(2-(2-adamantylamino)-2-oxoethyl)-2-oxo-1,2-dihydropyridin-3-yl)-5-(3-methylbenzofuran-2-carboxamido)-2-oxohexanediamide